1,4,5,7-tetrahydro-6H-pyrazolo[3,4-c]pyridin-6-carbonitrile N1N=CC2=C1CN(CC2)C#N